C(C)N(S(=O)(=O)NC=1C(=C(C(=O)C2=CNC3=NC=C(C=C32)C=3C=NC(=NC3)N3CCC(CC3)C(=O)O)C(=CC1)F)F)C 1-(5-(3-(3-((N-ethyl-N-methylsulfamoyl)amino)-2,6-difluorobenzoyl)-1H-pyrrolo[2,3-b]pyridin-5-yl)pyrimidin-2-yl)piperidine-4-carboxylic acid